N-[(3S)-piperidin-3-yl]-4-(5-phenyl-1H-pyrrol-3-yl)-5-(trifluoromethyl)pyrimidin-2-amine N1C[C@H](CCC1)NC1=NC=C(C(=N1)C1=CNC(=C1)C1=CC=CC=C1)C(F)(F)F